6,10-diphenyl-dodecanol C1(=CC=CC=C1)C(CCCCCO)CCCC(CC)C1=CC=CC=C1